5-((3,4-difluoro-2-methylphenyl)amino)-2-(trifluoromethyl)isonicotinic acid hydrochloride Cl.FC=1C(=C(C=CC1F)NC1=CN=C(C=C1C(=O)O)C(F)(F)F)C